4-(((3R,6S)-6-(hydroxymethyl)tetrahydro-2H-pyran-3-yl)amino)-3-(2-methyl-4-phenoxybenzoyl)-1H-pyrrolo[2,3-b]pyridine-5-carbonitrile OC[C@@H]1CC[C@H](CO1)NC1=C2C(=NC=C1C#N)NC=C2C(C2=C(C=C(C=C2)OC2=CC=CC=C2)C)=O